sodium edetate C(N(CC(=O)[O-])CC(=O)[O-])CN(CC(=O)[O-])CC(=O)[O-].[Na+].[Na+].[Na+].[Na+]